C1(CCCC1)N1C(=CC2=C1N=C(N=C2)NC2=NC=C(C=C2)N2CCC(CC2)N2CCN(CC2)CCC2=CC=C(C=C2)C2C(NC(CC2)=O)=O)C(=O)N(C)C 7-cyclopentyl-2-((5-(4-(4-(4-(2,6-dioxopiperidin-3-yl)phenethyl)-piperazin-1-yl)-piperidin-1-yl)pyridin-2-yl)amino)-N,N-dimethyl-7H-pyrrolo[2,3-d]pyrimidine-6-carboxamide